palladium Cyclopentadienyl-allyl-palladium C1(C=CC=C1)[Pd]CC=C.[Pd]